CC=1C=C(SC1C)C(=O)O 4,5-dimethylthiophene-2-carboxylic acid